ethyl (2S,3S)-2-((((9H-fluoren-9-yl)methoxy)carbonyl)amino)-3-(4-bromothiazol-2-yl)-3-(dimethylamino)propanoate C1=CC=CC=2C3=CC=CC=C3C(C12)COC(=O)N[C@H](C(=O)OCC)[C@H](N(C)C)C=1SC=C(N1)Br